N-[2-(5-methoxy-1H-indol-3-yl)ethyl]iodoacetamide COC=1C=C2C(=CNC2=CC1)CCNC(CI)=O